C(#N)[C@H]1N(CCC1)C(CN1C[C@H](CC1)NC(=O)C1=COC2=C1C=C(C=C2F)F)=O N-((S)-1-(2-((S)-2-Cyanopyrrolidin-1-yl)-2-oxoethyl)pyrrolidin-3-yl)-5,7-difluorobenzofuran-3-carboxamid